[Si](C)(C)(C(C)(C)C)OC[C@@H](CCOCC1=CC=C(C=C1)OC)O (R)-1-((tert-butyldimethylsilyl)oxy)-4-((4-methoxybenzyl)oxy)butan-2-ol